4-pyrazol-1-yl-3-[2-(3-pyridinyl)ethynyl]benzoic acid methyl ester COC(C1=CC(=C(C=C1)N1N=CC=C1)C#CC=1C=NC=CC1)=O